C(\C=C\C(=O)O)(=O)O.CC(C(=O)C=1C=C2C(=CNC2=CC1)C1CCN(CC1)C(C)CCC)(C)C 5-(2,2-dimethyl)propanoyl-3-(1-(2-pentyl)piperidin-4-yl)-1H-indole fumarate